ClC=1C=CC(=C(C1)C=1C=C(C=2OCCNC2N1)C=1C=NC=C(C1)OC1COCC1)F 3-[6-(5-chloro-2-fluorophenyl)-2H,3H,4H-pyrido[3,2-b][1,4]oxazin-8-yl]-5-(oxolan-3-yloxy)pyridine